CC1=CC=C(C=O)C=C1 4-Methylbenzaldehyd